C(CC)NC(C)=O N-propylacetamide